FC1(CC(C1)CNC(=O)C=1C=NN2C1C=C(C=C2)C2=CNC=1N=C(N=CC12)NC1CCC(CC1)(F)F)F N-((3,3-difluorocyclobutyl)methyl)-5-(2-((4,4-difluorocyclohexyl)amino)-7H-pyrrolo[2,3-d]pyrimidin-5-yl)pyrazolo[1,5-a]pyridine-3-carboxamide